6,7-dichloro-2-((3,5-dichlorophenyl)amino)quinazoline-4(3H)-One ClC=1C=C2C(NC(=NC2=CC1Cl)NC1=CC(=CC(=C1)Cl)Cl)=O